C1(CC1)COC([C@@H](NC(=O)OC(C)(C)C)CC(C)C)=O (tert-Butoxycarbonyl)-L-leucine cyclopropylmethyl ester